C(C)(C)(C)N(C(O)=O)CC1CNC1.ClC1=NC(=CC(=C1)C=1C(=CC(=C(C1)NC(C1=CC(=NC=C1)C(F)(F)F)=O)F)C)F N-(5-(2-chloro-6-fluoropyridin-4-yl)-2-fluoro-4-methylphenyl)-2-(trifluoromethyl)isonicotinamide tert-butyl-(azetidin-3-ylmethyl)carbamate